[Sn](=[Se])=O tin selenide oxide